BrC=1C=C2C=3C4=C([C@@H](OC3C1O)OC)C=C(C(=C4O[C@H]2OC)O)Br (5R,10R)-2,7-dibromo-3,8-dihydroxy-5,10-dimethoxyl-5,10-dihydrochromeno[5,4,3-cde]chromene